3,4-Diethoxycyclobut-3-ene-1,2-dion C(C)OC=1C(C(C1OCC)=O)=O